methyl 3-{4-[3-(tert-butoxy)-3-oxopropyl]piperidin-1-yl}propanoate C(C)(C)(C)OC(CCC1CCN(CC1)CCC(=O)OC)=O